C1CNC[C@@H]1N2CC/C(=C\\C3=C(N4[C@@H]([C@@H](C4=O)NC(=O)/C(=N\\O)/C5=NSC(=N5)N)SC3)C(=O)O)/C2=O The molecule is a fifth-generation cephalosporin antibiotic having (E)-[(3'R)-2-oxo[1,3'-bipyrrolidin]-3-ylidene]methyl and [(2Z)-2-(5-amino-1,2,4-thiadiazol-3-yl)-2-(hydroxyimino)acetyl]amino side groups located at positions 3 and 7 respectively; developed for the treatment of hospital-acquired pneumonia (HAP, excluding ventilator-associated pneumonia, VAP) and community-acquired pneumonia (CAP). It has a role as an antimicrobial agent. It is a cephalosporin and a member of thiadiazoles.